C1=C2C(=NN=N2)N=N1 pyrazolotriazole